O=C1NC(CCC1N1C(C2=CC=C(C=C2C1)CNC(C1=CC(=CC=C1)N1CCC(CC1)N1N=CC(=C1)C1=NC2=CC=CC=C2N=C1)=O)=O)=O N-((2-(2,6-Dioxopiperidin-3-yl)-1-oxoisoindolin-5-yl)methyl)-3-(4-(4-(quinoxalin-2-yl)-1H-pyrazol-1-yl)piperidin-1-yl)benzamide